(3aR,5R,6R,7R,7aR)-7-amino-5-(hydroxymethyl)-2-(trifluoromethyl)-3a,6,7,7a-tetrahydro-5H-pyrano[3,2-d]oxazol-6-ol N[C@H]1[C@H]([C@H](O[C@H]2[C@@H]1N=C(O2)C(F)(F)F)CO)O